(S)-1-(2-aminopropyl)-2-chloro-6-oxo-1,6-dihydropyridine-3-carboxylic acid ethyl ester C(C)OC(=O)C1=C(N(C(C=C1)=O)C[C@H](C)N)Cl